CS(=O)(C)=NC1=CC(=CC(=N1)C1=CN(C2=CN=C(C=C21)NC(C)=O)C)C N-(3-(6-((dimethyl(oxo)-λ6-sulfanylidene)amino)-4-methylpyridin-2-yl)-1-methyl-1H-pyrrolo[2,3-c]pyridin-5-yl)acetamide